3-(2-(sec-butyl(ethyl)amino)ethyl)-1H-indol-4-ol C(C)(CC)N(CCC1=CNC=2C=CC=C(C12)O)CC